2-benzyl-4,4,4-tri-fluoro-2-methyl-N-(3-quinolyl)butanamide C(C1=CC=CC=C1)C(C(=O)NC=1C=NC2=CC=CC=C2C1)(CC(F)(F)F)C